1-(6-(1,3-dioxolan-2-yl)-5-((4-methyl-2-oxopiperazin-1-yl)methyl)pyridin-2-yl)-3-(4-(cyclopropylamino)-5-iodopyridin-2-yl)-1-methylurea O1C(OCC1)C1=C(C=CC(=N1)N(C(=O)NC1=NC=C(C(=C1)NC1CC1)I)C)CN1C(CN(CC1)C)=O